C(C)N(C1=CC=C(C=C1)/C=C/C(=O)C1=CC=C(C(=O)NCCCCCCCCCCCC(=O)O)C=C1)CC 12-[[4-[(E)-3-[4-(Diethylamino)phenyl]prop-2-enoyl]benzoyl]amino]dodecanoic acid